N-((R)-1-(2-((R)-3-((tert-butyldimethylsilyl)oxy)pyrrolidin-1-yl)ethyl)piperidin-3-yl)-6-chloro-5-methylpyridazin-3-amine [Si](C)(C)(C(C)(C)C)O[C@H]1CN(CC1)CCN1C[C@@H](CCC1)NC=1N=NC(=C(C1)C)Cl